4-(2,4,5-trifluoro-phenyl)butan-1-one FC1=C(C=C(C(=C1)F)F)CCCC=O